4-chloro-6-(1,3-dimethylpyrazol-4-yl)-2-(6-{[(1S,3s,5R)-1,5-dimethyl-8-azabicyclo[3.2.1]octan-3-yl]oxy}-1,2-diazin-3-yl)-2,3-dihydro-1H-pyrrolo[4,3-c]pyridin-1-one ClC1=NC(=CC2=C1CN(C2=O)C=2N=NC(=CC2)OC2C[C@@]1(CC[C@](C2)(N1)C)C)C=1C(=NN(C1)C)C